O=C1N(CCC(N1)=O)C1=NC=C(C(=C1)CN1CCC(CC1)C=1OC2=C(N1)C=C(C(=C2)NC(C2=CN=C(C=C2)C(F)(F)F)=O)C(C)(C)O)F N-(2-(1-((2-(2,4-dioxotetrahydropyrimidin-1(2H)-yl)-5-fluoropyridin-4-yl)methyl)piperidin-4-yl)-5-(2-hydroxypropan-2-yl)benzo[d]oxazol-6-yl)-6-(trifluoromethyl)nicotinamide